BrC1=NC=CC(=C1)C1=CC(=NN1)C1CCNCC1 2-bromo-4-(3-(piperidin-4-yl)-1H-pyrazol-5-yl)pyridine